bicyclo[2.2.1]hept-5-en-2-ylmethyl 4-methoxy-cinnamate COC1=CC=C(C=CC(=O)OCC2C3C=CC(C2)C3)C=C1